C1CC(=O)N(C1=O)OC(=O)C2=CC(=CC=C2)N3C(=O)C=CC3=O N-Succinimidyl 3-Maleimidobenzoate